BrC1=NN(C(=C1)Br)CC(=O)OCC ethyl 2-(3,5-dibromo-1H-pyrazol-1-yl)acetate